(3-(benzylthio)phenyl)(1-cyclopentyl-6-nitro-1H-indol-3-yl)methanone C(C1=CC=CC=C1)SC=1C=C(C=CC1)C(=O)C1=CN(C2=CC(=CC=C12)[N+](=O)[O-])C1CCCC1